3-[3-(4-hydroxy-phenyl)imidazo[1,2-a]pyrazin-6-yl]-N,N-dimethyl-benzamide OC1=CC=C(C=C1)C1=CN=C2N1C=C(N=C2)C=2C=C(C(=O)N(C)C)C=CC2